(4-(2-(2-aminopyridin-3-yl)-5-(4-methoxypyridin-2-yl)-3H-imidazo[4,5-b]pyridin-3-yl)phenyl)methanol NC1=NC=CC=C1C1=NC=2C(=NC(=CC2)C2=NC=CC(=C2)OC)N1C1=CC=C(C=C1)CO